5-[4-[tert-butoxycarbonyl(cyclopropyl)amino]-1-piperidyl]pyrido[3,4-b]pyrazine-8-carboxylic acid C(C)(C)(C)OC(=O)N(C1CCN(CC1)C1=NC=C(C=2C1=NC=CN2)C(=O)O)C2CC2